FC1=C(C#N)C=CC(=C1)C1=CC(=NN1C1=C(C=C(C=C1)N1C[C@H](CC1)OC)F)C(=O)N1C[C@@H](CCC1)NC 2-Fluoro-4-(1-(2-fluoro-4-((S)-3-methoxypyrrolidin-1-yl)phenyl)-3-((R)-3-(methylamino)piperidin-1-carbonyl)-1H-pyrazol-5-yl)benzonitril